(R)-4-((1R,6S)-5-((S)-2-(4-chlorophenyl)-3-(cyclopropylamino)propionyl)-2,5-diazabicyclo[4.1.0]hept-2-yl)-5-methyl-5,8-dihydropyrido[2,3-d]pyrimidin-7(6H)-one ClC1=CC=C(C=C1)[C@H](C(=O)N1CCN([C@@H]2C[C@H]12)C=1C2=C(N=CN1)NC(C[C@H]2C)=O)CNC2CC2